C(CCCCC)N1N=NC(C1O[C@H]1[C@@H](O[C@@H]([C@H]1O)CO)N1C(=O)N=C(N)C=C1)=C 2'-O-(1-hexyl-4-methylene-1,2,3-triazolyl)-cytidine